OC=1C(=C2C(=C(N(C2=CC1)C1=CC=CC=C1)C1=CC=C(C=C1)OC)C(=O)NC)CN1CCCCC1 5-hydroxy-2-(4-methoxyphenyl)-N-methyl-1-phenyl-4-(piperidin-1-ylmethyl)-1H-indole-3-carboxamide